2-bromopropan-2-yl-4-(trichlorosilyl)butanoate BrC(C)(C)OC(CCC[Si](Cl)(Cl)Cl)=O